6-(4-methoxy-5H-pyrrolo[3,2-d]pyrimidin-5-yl)-2-methyl-1-(pyridin-2-ylmethyl)-1H-imidazo[4,5-b]pyridine COC=1C2=C(N=CN1)C=CN2C=2C=C1C(=NC2)N=C(N1CC1=NC=CC=C1)C